C1(CCCC1)C1=C(C2=C(C=3C(=NN(C3C=C2)C2OCCCC2)F)CCC1)C1=CC=C(C=C1)N1CCC(CC1)C(OC)OC 7-cyclopentyl-6-[4-[4-(dimethoxymethyl)-1-piperidyl]phenyl]-1-fluoro-3-tetrahydropyran-2-yl-9,10-dihydro-8H-cyclohepta[e]indazole